N-(methyl-d3)-5-(4-((2-methyl-3-oxo-4H-quinoxalin-6-yl)methyl-d2)piperazine-1-yl)pyridine-2-carboxamide C(NC(=O)C1=NC=C(C=C1)N1CCN(CC1)C([2H])([2H])C=1C=C2NC(C(=NC2=CC1)C)=O)([2H])([2H])[2H]